COC1=CC=C(C=C1)CN1C(C(CCC1=O)N1C(N(C2=C1C=CC=C2N2C[C@H]1CC[C@@H](C2)N1C(=O)OC(C)(C)C)C)=O)=O tert-butyl (1R,5S)-3-[1-[1-[(4-methoxyphenyl)methyl]-2,6-dioxo-3-piperidyl]-3-methyl-2-oxo-benzimidazol-4-yl]-3,8-diazabicyclo[3.2.1]octane-8-carboxylate